N-(1,3-dimethyl-5-(4-(trifluoromethyl)phenyl)-1H-pyrazolo[4,3-d]pyrimidin-7-yl)-5-nitrothiophene-2-carboxamide CN1N=C(C=2N=C(N=C(C21)NC(=O)C=2SC(=CC2)[N+](=O)[O-])C2=CC=C(C=C2)C(F)(F)F)C